N-(1-cyclopropyl-6-fluoro-2-(3-trifluoromethylphenyl)-5-benzimidazolyl)-5-(4-carboxyphenyl)-1,3,4-thiadiazol-2-amine C1(CC1)N1C(=NC2=C1C=C(C(=C2)NC=2SC(=NN2)C2=CC=C(C=C2)C(=O)O)F)C2=CC(=CC=C2)C(F)(F)F